heptenyl-methanolate C(=CCCCCC)C[O-]